FC(C=1C=C2C(C=CO2)=C(C1C1=CC2=C(N=N1)N(C=N2)[C@H]2[C@@H](CCCC2)O)O)F 6-(difluoromethyl)-5-[7-[(1R,2R)-2-hydroxycyclohexyl]imidazo[4,5-c]pyridazin-3-yl]benzofuran-4-ol